(2-((2-Methyl-1,2,3,4-tetrahydroisoquinolin-7-yl)amino)-8-(4-methylpyridin-3-yl)quinazolin-5-yl)carbamic acid tert-butyl ester C(C)(C)(C)OC(NC1=C2C=NC(=NC2=C(C=C1)C=1C=NC=CC1C)NC1=CC=C2CCN(CC2=C1)C)=O